N[C@H](C(=O)O)CCN(CC1=C(C=CC=C1)OC1=CC=C(C=C1)Cl)CC1=C(C=CC=C1)OCC1=CC=C(C=C1)Cl (S)-2-amino-4-((2-((4-chlorobenzyl)oxy)benzyl)(2-(4-chlorophenoxy)benzyl)amino)butanoic acid